IC1=CN(C=2N=C(N(C(C21)=O)C)N2C1CC(CC2CC1)(C)NC(OC(C)(C)C)=O)COCC[Si](C)(C)C tert-butyl (endo-8-(5-iodo-3-methyl-4-oxo-7-((2-(trimethylsilyl)ethoxy)methyl)-4,7-dihydro-3H-pyrrolo[2,3-d]pyrimidin-2-yl)-3-methyl-8-azabicyclo[3.2.1]octan-3-yl)carbamate